N-(bicyclo[1.1.1]pent-1-yl)(R)-2-(2-bromo-4-chloro-5-methoxyphenyl-sulfonylamino)hexanamide C12(CC(C1)C2)NC([C@@H](CCCC)NS(=O)(=O)C2=C(C=C(C(=C2)OC)Cl)Br)=O